2,6-dichloro-4-(3-fluorocyclobutyl)pyridine ClC1=NC(=CC(=C1)C1CC(C1)F)Cl